O=C([C@@H](C)NC(OC(C)(C)C)=O)NNC(C(F)(F)F)=O (R)-tert-butyl (1-oxo-1-(2-(2,2,2-trifluoroacetyl)hydrazinyl) propan-2-yl)carbamate